6-(4-[1,2,4]triazol-1-yl-phenyl)-pyrimidin N1(N=CN=C1)C1=CC=C(C=C1)C1=CC=NC=N1